C(C)(C)(C)OC(=O)N1CCC=2C=C(C(=NC2C1)O)OC 2-hydroxy-3-methoxy-5,8-dihydro-1,7-naphthyridine-7(6H)-carboxylic acid tert-butyl ester